C1(=CC=CC=C1)[C@H](N)C(=O)O (S)-2-phenylglycine